C(C)OC(=O)N1C(C=CC2=CC=CC=C12)OCC 1-Ethoxycarbonyl-2-ethoxy-1,2-dihydroquinoline